4'-cyclopropyl-5,6'-dimethoxy-N-((4-(1-methyl-4-(trifluoromethyl)-1H-imidazol-2-yl)bicyclo[2.2.2]octan-1-yl)methyl)-[2,5'-bipyrimidinyl]-4-amine C1(CC1)C1=NC=NC(=C1C1=NC=C(C(=N1)NCC12CCC(CC1)(CC2)C=2N(C=C(N2)C(F)(F)F)C)OC)OC